methyl 1-(methylsulfonyl)-1H-Pyrrolo[3,2-b]pyridine-5-carboxylate CS(=O)(=O)N1C=CC2=NC(=CC=C21)C(=O)OC